C(C=C)(=O)OC1(C(C(=C(C(=O)C2=CC=CC=C2)C=C1)OCC)OCC)Cl 4-acryloyloxydiethoxy-4-chlorobenzophenone